CN1C=CC=2C1=NC=C(C2)C=O (1-methyl-1H-pyrrolo[2,3-b]pyridin-5-yl)methanone